mentha-1,8-dien-3-ol C1(=CC(C(CC1)C(=C)C)O)C